N-(5-cyanopyridin-3-yl)-N'-(8-(1-methoxyethyl)-2-methylimidazo[1,2-b]pyridazin-7-yl)urea C(#N)C=1C=C(C=NC1)NC(=O)NC1=C(C=2N(N=C1)C=C(N2)C)C(C)OC